C(#N)C1=NN(C(=C1)O)C1=CC=C(C(=O)OC)C=C1 methyl 4-(3-cyano-5-hydroxy-1H-pyrazol-1-yl)benzoate